dibenzo[b,f]oxirano[2,3-d]azepine-6(10bH)-carboxamide O1C2C3=C(N(C4=C(C21)C=CC=C4)C(=O)N)C=CC=C3